CC1=NOC(=C1C=1C=C(C=CC1)[C@@H](C)NC1=NC(=NC2=CC(=C(C=C12)OC)OC)C)C N-{(1R)-1-[3-(3,5-dimethyl-1,2-oxazol-4-yl)phenyl]ethyl}-6,7-dimethoxy-2-methylquinazolin-4-amine